CC1N(CC1C(=O)[O-])CC#CC1=NC=CC(=C1)N1C2CN(CC1CC2)C2=C(N=NC(=C2)C2=C(C=CC=C2)O)N methyl-[3-[4-[3-[3-amino-6-(2-hydroxyphenyl)pyridazin-4-yl]-3,8-diazabicyclo[3.2.1]octan-8-yl]-2-pyridyl]prop-2-ynyl]azetidine-3-carboxylate